CC1N(C(C=C(C1)B1OC(C(O1)(C)C)(C)C)C)C(=O)OC(C)(C)C tert-butyl 2,6-dimethyl-4-(4,4,5,5-tetramethyl-1,3,2-dioxaborolan-2-yl)-3,6-dihydro-2H-pyridine-1-carboxylate